N1C(=NC2=C1C=CC=C2)CNC(CC=2SC=C(N2)C(=O)NCC2=NC=CC=C2F)(C)C 2-{2-[(1H-1,3-Benzodiazol-2-ylmethyl)amino]-2-methylpropyl}-N-[(3-fluoropyridin-2-yl)methyl]-1,3-thiazole-4-carboxamide